o-dimethylphenoxy hexadecyloxy phosphate P(=O)(OOC1(C(C=CC=C1)C)C)(OOCCCCCCCCCCCCCCCC)[O-]